(R)-3-butyl-8-hydroxy-2-methyl-7-(methylsulfanyl)-5-phenyl-2,3,4,5-tetrahydro-1,2,5-benzothiadiazepine 1,1-dioxide C(CCC)[C@H]1N(S(C2=C(N(C1)C1=CC=CC=C1)C=C(C(=C2)O)SC)(=O)=O)C